ClC1=C(C(N(C(N1CC#CC1=CC(=CC=C1)O)=O)C)=O)NC(CC1=CC=C(C=C1)Cl)=O N-(6-chloro-1-(3-(3-hydroxyphenyl)prop-2-yn-1-yl)-3-methyl-2,4-dioxo-1,2,3,4-tetrahydropyrimidin-5-yl)-2-(4-chlorophenyl)acetamide